C1(=C(C(=CC(=C1)C)C)N1C(N2C(C=CC=C2C2=C(C=C(C=C2C)C)C)=C1)=[Se])C 2,5-dimesitylimidazo[1,5-a]pyridine-3(2H)-selenone